C(C)NS(=O)(=O)C1=C(C=CC(=C1)NC1=CC=NN1)C1=CN=C(S1)[C@@H]1CC[C@H](CC1)NC(OC(C)C)=O isopropyl trans-N-[4-[5-[2-(ethylsulfamoyl)-4-[(1H-pyrazol-5-yl)amino]phenyl]thiazol-2-yl]cyclohexyl]carbamate